OC(CC)(C)C (R)-3-hydroxy-3-methylbutan